C(C)OP(=O)(OCC)OC1=C(C(=O)OC(C)(C)C)C=C(C=C1)CO tert-butyl 2-diethoxyphosphoryloxy-5-(hydroxymethyl)benzoate